C(C)(C)(C)OC(=O)N1[C@H]2CN(C[C@@H]1CC2)CC(=O)O 2-((1R,5S)-8-(tert-butoxycarbonyl)-3,8-diazabicyclo[3.2.1]octane-3-yl)acetic acid